1-(3-acetylphenyl)-3-(3-(2-methoxyethyl)-5-(6-methoxypyridin-3-yl)-4-oxo-3,4-dihydroquinazolin-6-yl)urea C(C)(=O)C=1C=C(C=CC1)NC(=O)NC=1C(=C2C(N(C=NC2=CC1)CCOC)=O)C=1C=NC(=CC1)OC